BrC1=C(C=CC=C1)N1C2=CC=CC=C2C=2C=C(C=CC12)C1=CC=CC=C1 9-(2-bromophenyl)-3-phenyl-9H-carbazole